dimethyl (((5'-methyl-4-pentyl-1',2',3',4'-tetrahydro-[1,1'-biphenyl]-2,6-diyl)bis(oxy))bis(methylene))bis(methylcarbamate) CC=1CCCC(C1)C1=C(C=C(C=C1OCN(C(OC)=O)C)CCCCC)OCN(C(OC)=O)C